C(C)(C)(C)C1=C(C(=CC(=C1)C(C)=O)C(C)(C)C)O 2,6-di-tert-butyl-4-acetylphenol